3-epoxypropanol ([1,1'-biphenyl]-4-olate) platinum(II) [Pt+2].C1(=CC=C(C=C1)[O-])C1=CC=CC=C1.C1C(CO)O1.C1(=CC=C(C=C1)[O-])C1=CC=CC=C1